4-{4-[3-(1,3-Dioxolan-2-yl)propoxy]phenyl}piperidine O1C(OCC1)CCCOC1=CC=C(C=C1)C1CCNCC1